(Z)-5-fluoro-3-(3-(trifluoromethyl)benzylidene)indolin-2-one FC=1C=C2/C(/C(NC2=CC1)=O)=C/C1=CC(=CC=C1)C(F)(F)F